5,8-dihydro-6H-[1,6]naphthyridine-7-one N1=CC=CC=2CNC(CC12)=O